5-[5-chloro-6-(4,7-diazaspiro[2.5]octan-7-yl)-1,8-naphthyridin-2-yl]-2-methyl-indazol-6-ol ClC1=C2C=CC(=NC2=NC=C1N1CCNC2(CC2)C1)C1=CC2=CN(N=C2C=C1O)C